5-methyl-2-cyano-1H-pyrrole CC1=CC=C(N1)C#N